FC(C(=O)N[C@@H]1[C@H](N(C(C1)=O)C=1C=C2C=NN(C2=CC1)C1=CN(C(C=C1)=O)C)C1=CC=C(C=C1)F)(C)F 2,2-difluoro-N-[(2R,3S)-2-(4-fluorophenyl)-1-[1-(1-methyl-6-oxo-3-pyridyl)indazol-5-yl]-5-oxo-pyrrolidin-3-yl]propanamide